ClC1=CC=C(C=C1)C=1N=C2N(C=CC=N2)C1C(C)N1CC2CCC(C1)N2C(=O)OCCCC Butyl 3-{1-[2-(4-chlorophenyl)imidazo[1,2-a]pyrimidin-3-yl]ethyl}-3,8-diazabicyclo[3.2.1]octane-8-carboxylate